(4-amino-2-(pyridin-2-ylmethyl)-2H-pyrazolo[4,3-c]pyridin-6-yl)benzonitrile NC1=NC(=CC=2C1=CN(N2)CC2=NC=CC=C2)C2=C(C#N)C=CC=C2